5-chloro-2-(((3S,4R)-3-hydroxytetrahydro-2H-pyran-4-yl)amino)-7-(1-(trifluoromethyl)cyclobutyl)pyrrolo[2,1-f][1,2,4]triazine-6-carbonitrile ClC=1C(=C(N2N=C(N=CC21)N[C@H]2[C@@H](COCC2)O)C2(CCC2)C(F)(F)F)C#N